CC([C@H](C)NC(=O)C1=C(C(=NN1C)C1CCC(CC1)OC)NS(=O)(=O)C1=CC=C(C=C1)C)(C)C N-((S)-3,3-dimethylbutan-2-yl)-3-((1S,4r)-4-methoxycyclohexyl)-1-methyl-4-((4-methylphenyl)sulphonamido)-1H-pyrazole-5-carboxamide